[6-(1-methylpyrazol-4-yl)pyrazolo[1,5-a]pyridin-4-yl]trifluoromethanesulfonate CN1N=CC(=C1)C=1C=C(C=2N(C1)N=CC2)OS(=O)(=O)C(F)(F)F